6-(1,4-Diazepan-1-yl)pyridine-2-carboxamide N1(CCNCCC1)C1=CC=CC(=N1)C(=O)N